CC(=O)C1=CC2=CC=CC=C2C=C1 Methyl-Beta-NaphthylKetone